CC1=CC=C2C(=N1)N=C(O2)N2CCNCC2 4-(5-methyloxazolo[4,5-b]pyridin-2-yl)piperazin